CC(COOCC(CCC(C)(C)C(C)(C)C)(C)C(C)(C)C)(CCC(C)(C(C)(C)C)C)C(C)(C)C 2,5-Dimethyl-2,5-di-tert-butylhexyl peroxide